FC(C=1C(=NC2=CC=NC=C2C1)O)(F)F 3-(trifluoromethyl)-1,6-naphthyridin-2-ol